FC=1C=C(C=CC1)N1C(OCC1)=O (3-fluorophenyl)oxazolidine-2-one